3,3-dimethyl-2-oxopyrrolidine-1-carbonyl chloride CC1(C(N(CC1)C(=O)Cl)=O)C